C(C(C)C)(=O)O[C@@H]1[C@@](O[C@H](C1)N1C(N=C(C=C1)N)=O)(C=C)COC(C(C)C)=O (2R,3S,5R)-5-(4-amino-2-oxopyrimidin-1(2H)-yl)-2-((isobutyryloxy)methyl)-2-vinyltetrahydrofuran-3-yl isobutyrate